ClC=1C(=CC(=C(C1)N1C(C=CC2=CC(=CC=C12)S(=O)(=O)NC1=NOC=C1)=O)OC)C1CC(C1)C(F)(F)F (P)-1-(5-chloro-2-methoxy-4-((1s,3s)-3-(trifluoromethyl)cyclobutyl)phenyl)-N-(isoxazol-3-yl)-2-oxo-1,2-dihydroquinoline-6-sulfonamide